C(CCCCCCC)C1C=CC2=CC=CC=C12 octylindene